COC=1C=CC(=C(C1)B(O)O)C(F)(F)F 5-METHOXY-2-(TRIFLUOROMETHYL)PHENYLBORONIC ACID